FC1=CC=C(C=C1)C1CC(C(C1)N1C[C@@H](CCC1)NC(OC(C)(C)C)=O)O tert-butyl (3R)-1-(4-(4-fluorophenyl)-2-hydroxycyclopentyl)piperidin-3-ylcarbamate